(R)-3-(1-acryloylpyrrolidin-3-yl)-7-amino-1-(4-phenoxyphenyl)-1,5-dihydro-4H-pyrazolo[3,4-d]pyridazin-4-one C(C=C)(=O)N1C[C@@H](CC1)C1=NN(C=2C(=NNC(C21)=O)N)C2=CC=C(C=C2)OC2=CC=CC=C2